Dichlorobis(triphenylphosphine) palladium C1C=CC(=CC=1)[P](C1C=CC=CC=1)(C1C=CC=CC=1)[Pd]([P](C1C=CC=CC=1)(C1C=CC=CC=1)C1C=CC=CC=1)(Cl)Cl